C(C)(C)(C)OC(=O)N1C=C(C2=CC(=CC=C12)C=1C=NC=CC1)Br.FC1CC(N(C1)C(CNC(CCCOC1=CC=CC=C1)=O)=O)C(=O)N 4-fluoro-1-((4-phenoxybutyryl)glycyl)pyrrolidine-2-carboxamide tert-butyl-3-bromo-5-(pyridin-3-yl)-1H-indole-1-carboxylate